CN1N=CC=C1OCC 1-methyl-5-ethoxypyrazol